6-Chloro-1-methyl-2-oxo-4-(4-(4-(trifluoromethyl)phenoxy)piperidin-1-yl)-1,2-dihydro-1,5-naphthyridin-3-carbonitril ClC=1N=C2C(=C(C(N(C2=CC1)C)=O)C#N)N1CCC(CC1)OC1=CC=C(C=C1)C(F)(F)F